(Aminomethyl)-5-fluoro-N-phenylaniline NCN(C1=CC=CC(=C1)F)C1=CC=CC=C1